C(C)C(O)(C(O)CO)CCCCCC ethyl-hexylglycerin